4-bromo-3-[3-(trifluoromethyl)pyridin-2-yl]benzonitrile BrC1=C(C=C(C#N)C=C1)C1=NC=CC=C1C(F)(F)F